C(C)NCC1=CC(=C(C=C1)N1C=NC(=C1)NC=1N=CC(=NC1)C#N)OC 5-((1-(4-((Ethylamino)methyl)-2-methoxyphenyl)-1H-imidazol-4-yl)amino)pyrazine-2-carbonitrile